1-(4-((4-(6-((9-cyclopentyl-8-(phenylamino)-9H-purin-2-yl)amino)pyridazin-3-yl)piperazin-1-yl)methyl)phenyl)dihydropyrimidine-2,4(1H,3H)-dione C1(CCCC1)N1C2=NC(=NC=C2N=C1NC1=CC=CC=C1)NC1=CC=C(N=N1)N1CCN(CC1)CC1=CC=C(C=C1)N1C(NC(CC1)=O)=O